p-methoxydiphenylamine COC1=CC=C(C=C1)NC2=CC=CC=C2